6-(1H-imidazol-1-yl)-3H-imidazo[4,5-c]Pyridine-4-carboxylic acid ethyl ester C(C)OC(=O)C1=NC(=CC2=C1NC=N2)N2C=NC=C2